Cl.CN1CC=2N(C3=C(C1=O)C=CS3)C(C3=C(N2)SC2=C3CCN(C2)C)=O 5,10-dimethyl-5,6,9,10,11,12-hexahydropyrido[4'',3'':4',5']thieno[2',3':4,5]pyrimido[1,2-a]thieno[3,2-f][1,4]diazepine-4,13-dione monohydrochloride salt